Ethyl-1,4-dioxaspiro[4.5]decane-8-carboxylic acid ethyl ester C(C)OC(=O)C1CCC2(OCC(O2)CC)CC1